tert-butyl 5-acetamido-3-(4,4,5,5-tetramethyl-1,3,2-dioxaborolan-2-yl)pyrrolo[2,3-c]pyridine-1-carboxylate C(C)(=O)NC=1C=C2C(=CN1)N(C=C2B2OC(C(O2)(C)C)(C)C)C(=O)OC(C)(C)C